N[C@H](C(=O)NN(CCC(=O)N)C(CCl)=O)CC1CCCCC1 3-[[[(2S)-2-amino-3-cyclohexyl-propanoyl]amino]-(2-chloroacetyl)amino]propanamide